C(C(=C)C)(=O)OCCC[Si](OCCOC)(OCCOC)OCCOC methacryloxypropyltri(methoxyethoxy)silane